5-oxo-pyrrolidine-2-carbaldehyde O=C1CCC(N1)C=O